BrC=1C(=C(C=CC1)C1=CC2=C(OCCO2)C=C1)Cl 6-(3-bromo-2-chlorophenyl)-1,4-benzodioxane